tert-butyl 7-(3-chloro-4-(methoxycarbonyl)phenoxy)-1H-indole-1-carboxylate ClC=1C=C(OC=2C=CC=C3C=CN(C23)C(=O)OC(C)(C)C)C=CC1C(=O)OC